cis-3-fluoro-4-hydroxy-4-methylpiperidine-1-carboxylic acid tert-butyl ester C[C@@]1(CCN(C[C@@H]1F)C(=O)OC(C)(C)C)O